7-(3-(trifluoromethyl)phenyl)-1H-indole-2-carboxylic acid FC(C=1C=C(C=CC1)C=1C=CC=C2C=C(NC12)C(=O)O)(F)F